FC1=C(C(=C(C=C1C1=NN(C2=NC(=NC=C21)N2CC(N(CC2)C)C2=CC=CC=C2)C)C(F)(F)F)F)O 2,6-Difluoro-3-(1-methyl-6-(4-methyl-3-phenylpiperazin-1-yl)-1H-pyrazolo[3,4-d]pyrimidin-3-yl)-5-(trifluoromethyl)phenol